2,2,2-trifluoroacetyl chloride FC(C(=O)Cl)(F)F